FC=1C(=NC(=CC1)F)C1=NN(C=C1NC(=O)C=1N=C(SC1)C=1C=NN(C1)COC(CCC(=O)O)=O)C1CCC(CC1)OCC 4-((4-(4-((3-(3,6-difluoropyridin-2-yl)-1-((1r,4r)-4-ethoxycyclohexyl)-1H-pyrazol-4-yl)carbamoyl)thiazol-2-yl)-1H-pyrazol-1-yl)methoxy)-4-oxobutanoic Acid